(S)-methyl 2-(((benzyloxy)carbonyl)amino)-3-(2-oxoimidazolin-1-yl)propanoate C(C1=CC=CC=C1)OC(=O)N[C@H](C(=O)OC)CN1C(NCC1)=O